N-phenylanilineacrylamide C1(=CC=CC=C1)NC(C=CNC1=CC=CC=C1)=O